NC1CCC(CC1)CC1=C(N)C=CC(=C1)CC1CCC(CC1)N 2,4-bis(4-aminocyclohexylmethyl)aniline